fluorocyclotriphosphazene FP1=NP=NP=N1